1,2-diundecenyl-sn-glycero-3-phosphocholine C(=CCCCCCCCCC)OC[C@@H](OC=CCCCCCCCCC)COP(=O)([O-])OCC[N+](C)(C)C